4-[(2S,6R)-2-[[3-(3-amino-3-methyl-azetidin-1-yl)spiro[5H-furo[3,4-b]pyridine-7,3'-azetidine]-1'-yl]methyl]-6-methyl-morpholin-4-yl]pyrazolo[1,5-a]pyridine-7-carbonitrile NC1(CN(C1)C=1C=C2C(=NC1)C1(CN(C1)C[C@H]1CN(C[C@H](O1)C)C=1C=3N(C(=CC1)C#N)N=CC3)OC2)C